ClC1=CC=2C(=NC=C(C2Cl)[N+](=O)[O-])N1 2,4-dichloro-5-nitro-1H-pyrrolo[2,3-b]pyridine